Iodine ferrocene [CH-]1C=CC=C1.[CH-]1C=CC=C1.[Fe+2].[I]